FC1=CC=C(C=C1)C1=CC(=NO1)CC=1OC=C(N1)C(=O)O 2-((5-(4-fluorophenyl)isoxazol-3-yl)methyl)oxazole-4-carboxylic acid